(S)-1-(5-chloro-3-fluoro-pyridin-2-yl)-3-cyclopropyl-4-(4-(trifluoro-methyl)benzyl)piperazine-2,5-dione ClC=1C=C(C(=NC1)N1C([C@@H](N(C(C1)=O)CC1=CC=C(C=C1)C(F)(F)F)C1CC1)=O)F